C[C@H]1C[C@H](CNC1)OC=1C=C2CN(C(C2=CC1)=O)N1C(CCCC1=O)=O (5-(((3R,5S)-5-methylpiperidin-3-yl)oxy)-1-oxoisoindolin-2-yl)piperidine-2,6-dione